C(C)(C)(C)OC(=O)N1CCC(CC1)OCCCC1=C(C(=CC=C1)OC1=C(C=C(C=C1)N)C=1C2=C(C(N(C1)C)=O)NC=C2)F.[Si](C2=CC=CC=C2)(C2=CC=CC=C2)(C(C)(C)C)OCC2CCNCC2 4-(((tert-butyldiphenylsilyl)oxy)methyl)piperidine tert-butyl-4-[3-[3-[4-amino-2-(6-methyl-7-oxo-1H-pyrrolo[2,3-c]pyridin-4-yl)phenoxy]-2-fluoro-phenyl]propoxy]piperidine-1-carboxylate